OC1=C(C=C(C=C1)C=CC(CC(C=CC1=CC(=C(C=C1)O)OC)=O)=O)OC 1,7-Bis(4-hydroxy-3-methoxyphenyl)hepta-1,6-dien-3,5-dion